C(C1=CC=CC=C1)OC(=O)NCC1(C2CCN(CC12)C(=O)OC(C)(C)C)C1=NC=CC=C1 tert-Butyl 7-((((benzyloxy)carbonyl)amino)methyl)-7-(pyridin-2-yl)-3-azabicyclo[4.1.0]heptane-3-carboxylate